(R)-2-amino-3-phenylpropanamide N[C@@H](C(=O)N)CC1=CC=CC=C1